5-(3-(N-(carboxymethyl)naphthalene-2-sulphonamido)phenyl)-1-propyl-1H-pyrrole-2-carboxylic acid C(=O)(O)CN(S(=O)(=O)C1=CC2=CC=CC=C2C=C1)C=1C=C(C=CC1)C1=CC=C(N1CCC)C(=O)O